[Br].C(CCC)N.[Pb] lead butylamine bromine